1-(5,5-dimethyl-1-cyclohexenyl)-4-pentene CC1(CCC=C(C1)CCCC=C)C